S1C(=NC=C1)C1=NN=C(S1)NC(=O)C=1C(N(C2=CC=C(C=C2C1O)OC)CC)=O N-(5-(thiazol-2-yl)-1,3,4-thiadiazol-2-yl)-1-ethyl-6-methoxy-4-hydroxy-2-quinolone-3-carboxamide